FC(C=1C=C(C=CC1F)N1C=C(C=2[C@@H](C(CCC12)(F)F)O)S(=O)(=O)C(C#N)(F)F)F (S)-2-((1-(3-(difluoromethyl)-4-fluorophenyl)-5,5-difluoro-4-hydroxy-4,5,6,7-tetrahydro-1H-indol-3-yl)sulfonyl)-2,2-difluoroacetonitrile